N1C=CC2=CC=C(C=C12)NC(=O)N1CC2=CC=CC=C2CC1 N-(1H-indol-6-yl)-3,4-dihydroisoquinoline-2(1H)-carboxamide